(S)-3-(1'-(3-(1-(2-methoxyethyl)-1H-pyrazol-4-yl)benzyl)-6-oxo-6,8-dihydro-2H,7H-spiro[furo[2,3-e]isoindole-3,4'-piperidin]-7-yl)piperidine-2,6-dione COCCN1N=CC(=C1)C=1C=C(CN2CCC3(CC2)COC2=C4CN(C(C4=CC=C23)=O)[C@@H]2C(NC(CC2)=O)=O)C=CC1